methyl 3-(4-hydroxybenzo[b]thiophen-7-yl)-2-methoxypropionate OC1=CC=C(C=2SC=CC21)CC(C(=O)OC)OC